[methyl[2-(pyridin-2-yl)-5H,6H,7H-cyclopenta[d]pyrimidin-4-yl]amino]acetic acid CN(C=1C2=C(N=C(N1)C1=NC=CC=C1)CCC2)CC(=O)O